ClC1=CC=C(CC2=C(C(=O)N)C=CC(=C2)N(C(=O)NC2=CC=C(C=C2)Cl)CCN2CCOCC2)C=C1 (4-chlorobenzyl)-4-{3-(4-chlorophenyl)-1-[2-(4-morpholinyl)ethyl]ureido}benzamide